BrC1=CC(=C(C(=C1)O)O)C=NC1=CC(=CC(=C1)Cl)Cl 5-bromo-3-((3,5-dichlorophenylimino)-methyl)benzene-1,2-diol